N-(5-cyclopropyl-1,3-thiazol-2-yl)-2-[1-(3-methylphenyl)-1H-pyrazol-4-yl]acetamide C1(CC1)C1=CN=C(S1)NC(CC=1C=NN(C1)C1=CC(=CC=C1)C)=O